1-((4-(3-ethyl-7-methyldibenzo[b,f][1,4]oxazepin-11-yl)piperazin-1-yl)methyl)cyclopropane-1-carboxylic acid C(C)C1=CC2=C(C(=NC3=C(O2)C=C(C=C3)C)N3CCN(CC3)CC3(CC3)C(=O)O)C=C1